[2,2'-bipyridyl]-4-amine N1=C(C=C(C=C1)N)C1=NC=CC=C1